4-chloro-2-cyclopropyl-5-methylphenol ClC1=CC(=C(C=C1C)O)C1CC1